CONC(CC)C1=CC=C(C=C1)C (Z)-N-methoxy-1-(4-methylphenyl)propylamine